((2S)-3-benzyl-5-fluoro-6,6-dimethyl-3-azabicyclo[3.1.0]hex-2-yl)methanol C(C1=CC=CC=C1)N1[C@@H](C2C(C2(C1)F)(C)C)CO